2,3-diamino-1,4-naphthoquinone NC=1C(C2=CC=CC=C2C(C1N)=O)=O